C(N)(OC1CS(C1)(=O)=O)=O (1,1-dioxothietan-3-yl) carbamate